(S)-4-((R)-2-((4-(2-chloro-4-fluorophenyl)-1-oxo-1,2-dihydroisoquinolin-7-yl)oxy)propanoyl)morpholine-2-carboxamide ClC1=C(C=CC(=C1)F)C1=CNC(C2=CC(=CC=C12)O[C@@H](C(=O)N1C[C@H](OCC1)C(=O)N)C)=O